6-[2-fluoro-4-(2-hydroxy-2-methylpropoxy)-3-methylphenyl]-5-methyl-4,5-dihydro-2H-pyridazine FC1=C(C=CC(=C1C)OCC(C)(C)O)C=1C(CCNN1)C